CC=1C(=C(C(=C(C1C(=O)O)C(=O)O)C)C(=O)O)C trimethyl-1,2,4-benzenetricarboxylic acid